6-[1-(2-hydroxyethyl)pyrazol-4-yl]-N-(1-methylindazol-7-yl)pyridine-3-sulfonamide OCCN1N=CC(=C1)C1=CC=C(C=N1)S(=O)(=O)NC=1C=CC=C2C=NN(C12)C